[Mg].[Ce].[Sm] samarium-cerium-magnesium